benzyl (R)-2-(benzyloxy)-4-(N-(4-cyclohexylbenzyl)-1-((perfluorophenyl)methyl)pyrrolidine-2-carboxamido)benzoate C(C1=CC=CC=C1)OC1=C(C(=O)OCC2=CC=CC=C2)C=CC(=C1)N(C(=O)[C@@H]1N(CCC1)CC1=C(C(=C(C(=C1F)F)F)F)F)CC1=CC=C(C=C1)C1CCCCC1